1-(((S)-10-hydroxy-7-((S)-4,4,4-trifluoro-2-(hydroxymethyl)butanoyl)-7-azaspiro[4.5]decan-10-yl)methyl)-5-(morpholine-4-carbonyl)-4-phenylpyridin-2(1H)-one O[C@]1(CCN(CC12CCCC2)C([C@@H](CC(F)(F)F)CO)=O)CN2C(C=C(C(=C2)C(=O)N2CCOCC2)C2=CC=CC=C2)=O